FC(SC1=CC=C(C2=C1CCO2)[N+](=O)[O-])F E-4-Difluoromethylthio-7-nitro-2,3-dihydrobenzofuran